5-(5-Hydroxy-4-methylcyclohexa-2,4-dien-1-yl)-2-methylphenol OC1=C(C=CC(C1)C=1C=CC(=C(C1)O)C)C